F\C=C(\CNC(OC(C)(C)C)=O)/COC=1C=NC(=NC1)N1CCC(CC1)O tert-Butyl N-[(Z)-3-fluoro-2-[[2-(4-hydroxy-1-piperidyl)pyrimidin-5-yl]oxymethyl]allyl]carbamate